tert-butyl 4-((2-methoxyethoxy)methyl)piperidine-1-carboxylate COCCOCC1CCN(CC1)C(=O)OC(C)(C)C